3-hydroxybenzofuranone OC1C(OC2=C1C=CC=C2)=O